ClC=1C=NN(C1CC1N(CCC2=CC=CC=C12)CC1CC2(C1)OC(NC2)=O)C 2-((1-((4-chloro-1-methyl-1H-pyrazol-5-yl)methyl)-3,4-dihydroisoquinolin-2(1H)-yl)methyl)-5-oxa-7-azaspiro[3.4]octan-6-one